4-(3-Bromo-4-fluorobenzyl)-5,7-dimethoxyphthalazin-1(2H)-one BrC=1C=C(CC2=NNC(C3=CC(=CC(=C23)OC)OC)=O)C=CC1F